CC1=CC=C(C=C1)S(=O)(=O)OC=1C=C(C=CC1)NC(=O)NC1=CC=C(C=C1)OS(=O)(=O)C1=CC=CC=C1 N-[3-(p-toluenesulfonyloxy)phenyl]-N'-[4-(phenylsulfonyloxy)phenyl]urea